(2-fluoro-3-methoxy-5-methylphenyl)carbamic acid tert-butyl ester C(C)(C)(C)OC(NC1=C(C(=CC(=C1)C)OC)F)=O